FC(N1N=CC(=C1)N1C(CN(CC1)C=1N=NC(=CC1)OCC1=C(N=NN1C1=CC=C(C=C1)C(F)F)C)=O)F 1-(1-(Difluoromethyl)-1H-pyrazol-4-yl)-4-(6-((1-(4-(difluoromethyl)phenyl)-4-methyl-1H-1,2,3-triazol-5-yl)methoxy)pyridazin-3-yl)piperazin-2-one